[3-(trifluoromethyl)phenyl](2,4,6-trimethylphenyl)iodonium triflate [O-]S(=O)(=O)C(F)(F)F.FC(C=1C=C(C=CC1)[I+]C1=C(C=C(C=C1C)C)C)(F)F